diisostearic acid glyceryl-methacrylate C(C(O)CO)OC(C(=C)C)=O.C(CCCCCCCCCCCCCCC(C)C)(=O)O.C(CCCCCCCCCCCCCCC(C)C)(=O)O